3-[({4-[7-(aminocarbonyl)-2H-indazol-2-yl]benzyl}amino)carbonyl]-1-methylpiperidinium trifluoroacetate FC(C(=O)[O-])(F)F.NC(=O)C1=CC=CC2=CN(N=C12)C1=CC=C(CNC(=O)C2C[NH+](CCC2)C)C=C1